N-[5-[3-[(3-aminocyclobutyl)methoxy]-5-methyl-isoxazol-4-yl]pyrazolo[1,5-a]pyridin-2-yl]cyclopropanecarboxamide NC1CC(C1)COC1=NOC(=C1C1=CC=2N(C=C1)N=C(C2)NC(=O)C2CC2)C